OCC1N(CCN(C1)C1=CC(=C(C=C1)OC(F)F)OCC1CC1)C(C)=O (2-(hydroxymethyl)-4-(3-(cyclopropylmethoxy)-4-(difluoromethoxy)phenyl)piperazin-1-yl)ethan-1-one